1-(Trifluoromethyl)cyclopropanecarboxylic acid FC(C1(CC1)C(=O)O)(F)F